1-methyl-1-ethylpropyl hydroperoxide CC(CC)(CC)OO